4-cyanopiperidine-1-carboxylate C(#N)C1CCN(CC1)C(=O)[O-]